ClC1=C(C=C(C=C1)CC[C@@H](C(=O)O)NC(=O)OCC1C2=CC=CC=C2C=2C=CC=CC12)OC (2S)-4-(4-chloro-3-methoxy-phenyl)-2-(9H-fluoren-9-ylmethoxycarbonylamino)butanoic acid